tert-Butyl (R)-(3-(1-((2,7-dimethyl-6-(1-(3-(methylamino)propyl)-2-oxo-1,2-dihydropyridin-4-yl)quinazolin-4-yl)amino)ethyl)-5-(trifluoromethyl)phenyl)carboxylate CC1=NC2=CC(=C(C=C2C(=N1)N[C@H](C)C=1C=C(C=C(C1)C(F)(F)F)C(=O)OC(C)(C)C)C1=CC(N(C=C1)CCCNC)=O)C